5-{4-[(2-Aminoethyl)amino]-3-(trifluoromethyl)phenyl}-3,6-dihydro-2H-1,3,4-oxadiazin-2-one NCCNC1=C(C=C(C=C1)C1=NNC(OC1)=O)C(F)(F)F